Cl[Al-](Cl)(Cl)Cl.[Li+] Lithium tetrachloroaluminate salt